4-[1-(cyclopropylmethyl)-1H-pyrazol-4-yl]-1H-pyrrolo[2,3-b]pyridine C1(CC1)CN1N=CC(=C1)C1=C2C(=NC=C1)NC=C2